C(C)N1C(N(C(C12CCNCC2)=O)C2=NC(=NC=C2)C(F)(F)F)=O 1-ethyl-3-[2-(trifluoromethyl)pyrimidin-4-yl]-1,3,8-triazaspiro[4.5]decane-2,4-dione